C(C)(C)(C)OC(=O)NCC1=CC(=C(C(=C1)C)NC(=O)C1=CC=2C=3C(COC2C=C1C=1C(=NC(=CC1)C(NCCC)=O)C(=O)OC)=CSC3)C methyl 3-(8-((4-(((tert-butoxycarbonyl)amino)methyl)-2,6-dimethylphenyl)carbamoyl)-4H-thieno[3,4-c]chromen-7-yl)-6-(propylcarbamoyl)picolinate